1-(4-((6-chloropyridazin-3-yl)oxy)phenyl)-3-(4-methoxyphenyl)-2-propen-1-one ClC1=CC=C(N=N1)OC1=CC=C(C=C1)C(C=CC1=CC=C(C=C1)OC)=O